(R)-6-(2-(2',5'-dichloro-[1,1'-biphenyl]-3-yl)-2-hydroxyacetyl)-2-(1-phenylcyclopropyl)-3,5,6,7,8,9-hexahydro-4H-pyrimido[5,4-c]azepin-4-one ClC1=C(C=C(C=C1)Cl)C1=CC(=CC=C1)[C@H](C(=O)N1CC2=C(CCC1)N=C(NC2=O)C2(CC2)C2=CC=CC=C2)O